1-(tert-butyl) 2-methyl (2S,3R)-3-hydroxypiperidine-1,2-dicarboxylate O[C@H]1[C@H](N(CCC1)C(=O)OC(C)(C)C)C(=O)OC